tert-butyl-4-([7-[trans-4-hydroxycyclohexyl]-2-[(3,3,3-trifluoropropyl)amino] pyrrolo[2,3-d]pyrimidin-5-yl]methyl)piperazine-1-carboxylate C(C)(C)(C)OC(=O)N1CCN(CC1)CC1=CN(C=2N=C(N=CC21)NCCC(F)(F)F)[C@@H]2CC[C@H](CC2)O